FC1=C(C(=O)N2CCC3=CC(=CC=C23)[C@@H](C)NC(C2=CC=C(C=C2)F)=O)C=CC=C1 (R)-N-(1-(1-(2-fluorobenzoyl)-2,3-dihydro-1H-indol-5-yl)ethyl)-4-fluorobenzamide